2-(5-bromo-1H-pyrrolo[2,3-c]pyridin-1-yl)-N-methylethane-1-amine trifluoroacetate FC(C(=O)O)(F)F.BrC=1C=C2C(=CN1)N(C=C2)CCNC